CC(C=O)=CC(CC=C(C)C)C 2,4,7-trimethyloct-2,6-dienal